C(#N)C=1C=NN2C1C(=CC(=C2)C=2C=NN(C2C)[C@H]2CN(CC2)C(=O)OC(C)(C)C)SC2=NC=CC=C2F t-Butyl (3R)-3-[4-[3-cyano-4-[(3-fluoro-2-pyridyl)sulfanyl]pyrazolo[1,5-a]pyridin-6-yl]-5-methyl-pyrazol-1-yl]pyrrolidine-1-carboxylate